(3-(difluoromethyl)oxetan-3-yl)methanol FC(C1(COC1)CO)F